C(#N)C1(CCN(CC1)C=1N=C2N(C(C1C)=O)C=C(C=C2[C@@H](C)NC2=C(C(=O)O)C=CC=C2)C)C (R)-2-((1-(2-(4-cyano-4-methylpiperidin-1-yl)-3,7-dimethyl-4-oxo-4H-pyrido[1,2-a]pyrimidin-9-yl)ethyl)amino)benzoic acid